CSC=1N(C(=CN1)C(=O)[O-])C1=CC=CC=C1 2-(methylthio)-1-phenyl-1H-imidazole-5-carboxylate